CNB1NBNB(N1)NC 4,6-bis(methylamino)borazine